(6-ethoxypyridin-3-yl)boric acid C(C)OC1=CC=C(C=N1)OB(O)O